ethyl 2-(2-((7-bromobenzofuran-5-yl) methoxy)phenyl)acetate BrC1=CC(=CC=2C=COC21)COC2=C(C=CC=C2)CC(=O)OCC